I/C=C/C(=O)O (E)-3-iodoprop-2-enoic acid